ClC1=C(C=C(C=C1)C1=CN(C(C=C1)=O)C(C)C)C[C@@H](C(=O)NC1=CC=C(C=C1)C1=NN=CN1C)NC(OC1CCCC1)=O cyclopentyl N-[(1S)-1-[[2-chloro-5-(1-isopropyl-6-oxo-3-pyridyl)phenyl]methyl]-2-[4-(4-methyl-1,2,4-triazol-3-yl)anilino]-2-oxo-ethyl]carbamate